(2E,6Z)-3,7,11-trimethyl-2,6,10-dodecatrien-1-ol C\C(=C/CO)\CC\C=C(/CCC=C(C)C)\C